(d)-3,5-Dimethylaniline CC=1C=C(N)C=C(C1)C